(tert-butyldimethylsilyloxy)propan-1-ol [Si](C)(C)(C(C)(C)C)OC(CC)O